(E)-4-(3,4-dimethoxyphenyl)but-3-en COC=1C=C(C=CC1OC)/C=C/CC